bis(isoamylsulfonyl)diazomethane (R)-pyrrolidin-3-ylcarbamate hydrochloride Cl.N1C[C@@H](CC1)NC(O)=O.C(CC(C)C)S(=O)(=O)C(=[N+]=[N-])S(=O)(=O)CCC(C)C